FCC(C)(C)S(=O)(=O)C=1C(=CC=2N(C1)C(=CN2)I)OC 6-((1-fluoro-2-methylpropan-2-yl)sulfonyl)-3-iodo-7-methoxyimidazo[1,2-a]pyridine